2-benzyloxy-5-pyridineboronic acid pinacol ester C(C1=CC=CC=C1)OC1=NC=C(C=C1)B1OC(C)(C)C(C)(C)O1